(+/-)-Boc-alpha-phosphonoglycine CC(C)(C)OC(=O)NC(C(=O)OC)P(=O)(OC)OC